C(CCCCCCC\C=C/C\C=C/CCCCC)(=O)N[C@@H](CC1=CC=C(C=C1)O)C(=O)O N-linoleoyl-tyrosine